NC1=C(C=C(C=N1)NC(C(=O)N1[C@H](CC[C@@H](C1)C)C1=CC(=CC(=C1)Cl)Cl)=O)C N-(6-amino-5-methyl-3-pyridyl)-2-[(2R,5S)-2-(3,5-dichlorophenyl)-5-methyl-1-piperidyl]-2-oxo-acetamide